C(#N)CC1=CC=C(C(=C1C#N)I)F 6-(cyanomethyl)-3-fluoro-2-iodobenzonitrile